(5-(((2-(6-((cis)-2,6-dimethylmorpholino)pyridin-2-yl)-1,6-naphthyridin-7-yl)methyl)carbamoyl)-2,3-dimethylphenyl)boronic acid C[C@@H]1O[C@@H](CN(C1)C1=CC=CC(=N1)C1=NC2=CC(=NC=C2C=C1)CNC(=O)C=1C=C(C(=C(C1)B(O)O)C)C)C